N1-butyl-N1,N8,N8-trimethyl-naphthalene-1,8-diamine C(CCC)N(C1=CC=CC2=CC=CC(=C12)N(C)C)C